3-(1-oxo-5-((4-(5-phenylthieno[2,3-d]pyrimidin-4-yl)-3,6-dihydropyridin-1(2H)-yl)methyl)isoindolin-2-yl)piperidine-2,6-dione O=C1N(CC2=CC(=CC=C12)CN1CCC(=CC1)C=1C2=C(N=CN1)SC=C2C2=CC=CC=C2)C2C(NC(CC2)=O)=O